FC=1C=C(C#N)C=CC1N1C([C@@H](N(C(C1)=O)CC1=CC=C(C=C1)C(F)(F)F)C(C)C)=O (S)-3-fluoro-4-(3-isopropyl-2,5-dioxo-4-(4-(trifluoromethyl)benzyl)piperazin-1-yl)benzonitrile